BrC=1C=NC=C(C1N(CC(=O)O)C)[N+](=O)[O-] (3-bromo-5-nitropyridin-4-yl)-N-methylglycine